CC1(CS1)SC1(C)CS1 Bis(β-epithiopropyl)sulfid